C[C@H]1C[C@H](CNC1)NC(OC(C)(C)C)=O tert-butyl ((3R,5S)-5-methyl-piperidin-3-yl)-carbamate